(3,5-difluoro-4-formylphenyl)(1-(3-fluoropropyl)azetidin-3-yl)carbamic acid tert-butyl ester C(C)(C)(C)OC(N(C1CN(C1)CCCF)C1=CC(=C(C(=C1)F)C=O)F)=O